C(=O)C1CC(C1)OC[C@@H](C)NC(OC(C)(C)C)=O Tert-butyl ((R)-1-((1s,3S)-3-formylcyclobutoxy)propan-2-yl)carbamate